OC1=C(C(=CC=2OC([C@H]3[C@H](C21)C=C(CC3)C)(C)C)CCCCCC)C(=O)O (6aR,10aR)-1-hydroxy-6,6,9-trimethyl-3-hexyl-6a,7,8,10a-tetrahydro-6H-dibenzo[b,d]pyran-2-carboxylic acid